2-(butan-2-yl-1,1,1-d3)-3-ethylbenzo[4,5]imidazo[1,2-a]pyrimidin-4(10H)-one C(C(CC)C=1N=C2N(C(C1CC)=O)C1=C(N2)C=CC=C1)([2H])([2H])[2H]